FC=1C=C2C(=NNC2=CC1F)C=1N=NC2=CC=CC=C2C1 3-(5,6-difluoro-1H-indazol-3-yl)cinnoline